isopropylpyrazin C(C)(C)C1=NC=CN=C1